((1-((4-(1-cyanocyclopropyl) phenyl) (5-(3,5-dimethylisoxazol-4-yl)-2-methylphenyl) amino) propan-2-yl) oxy) piperidine-1-carboxylate N1(CCCCC1)C(=O)OOC(CN(C1=C(C=CC(=C1)C=1C(=NOC1C)C)C)C1=CC=C(C=C1)C1(CC1)C#N)C